Sodium [1,2-13C2]pyruvate [13C]([13C](=O)C)(=O)[O-].[Na+]